(8-(5-((3,4-dichlorophenyl)difluoromethyl)-1,3,4-oxadiazol-2-yl)-2,6-diazaspiro[3.4]octan-6-yl)(1H-pyrazol-4-yl)methanone 2,2,2-trifluoroacetate FC(C(=O)O)(F)F.ClC=1C=C(C=CC1Cl)C(C1=NN=C(O1)C1CN(CC12CNC2)C(=O)C=2C=NNC2)(F)F